methyl 3-(4-bromo-3-thienyl)-2-[tert-butoxycarbonyl(methyl)amino]propanoate BrC=1C(=CSC1)CC(C(=O)OC)N(C)C(=O)OC(C)(C)C